Cl.FC1=C(C=CC=C1)C1=CC(=CN1S(=O)(=O)C=1C=NC=C(C1)SC)CNC 1-(5-(2-fluorophenyl)-1-((5-(methylthio)pyridin-3-yl)sulfonyl)-1H-pyrrol-3-yl)-N-methylmethanamine hydrochloride